N-(2-Aminoethyl)-2,2,2-trifluoroacetamide hydrochloride C(CNC(=O)C(F)(F)F)N.Cl